3-(3-(Trifluoromethyl)benzyl)-3,4,5,6-tetrahydro-2H-cyclopenta[d]thiazol-2-imine hydrogen bromide Br.FC(C=1C=C(CN2C(SC3=C2CCC3)=N)C=CC1)(F)F